tert-Butyl-4-methoxy-2,3,7,8,10,10a-hexahydro-9H-isochromeno[1,8-cd]azepine-9-carboxylate C(C)(C)(C)OC(=O)N1CC2C3=C(CC1)C=CC(=C3CCO2)OC